1-[8-[4-[(4-aminocyclohexyl)methyl]piperazin-1-yl]-4-isoquinolyl]hexahydropyrimidine-2,4-dione NC1CCC(CC1)CN1CCN(CC1)C=1C=CC=C2C(=CN=CC12)N1C(NC(CC1)=O)=O